CN1N=C2N(C3=CC=CC(=C3N(C2)C)NC2=CC(=NC=C2C(CC([2H])([2H])[2H])=O)NC(=O)C2CC2)C1=O N-(4-((2,5-dimethyl-1-oxo-1,2,4,5-tetrahydro-[1,2,4]triazolo[4,3-a]quinoxalin-6-yl)amino)-5-(propanoyl-3,3,3-d3)pyridin-2-yl)cyclopropanecarboxamide